hexamethyleneketone C1CCCCCC1=O